3-[4-(3,3-difluoro-4-piperidyl)anilino]piperidine-2,6-dione HCl salt Cl.FC1(CNCCC1C1=CC=C(NC2C(NC(CC2)=O)=O)C=C1)F